carbonic acid (ethanolamine) salt C(O)CN.C(O)(O)=O